CC=1C=NN(C1)C1=CC(=NC=N1)N1CCC(CC1)C(=O)O 1-[6-(4-methylpyrazol-1-yl)pyrimidin-4-yl]piperidine-4-carboxylic acid